3,5-di-t-butyl-4-hydroxybenzyl sulfide C(C)(C)(C)C=1C=C(CSCC2=CC(=C(C(=C2)C(C)(C)C)O)C(C)(C)C)C=C(C1O)C(C)(C)C